C(C)(C)(C)NS(=O)(=O)C1=NC(=CC=C1N[C@H](C)C=1C=C(C=C2C(C=C(OC12)C1=CC=CC=C1)=O)C)Cl N-tert-butyl-6-chloro-3-[[(1R)-1-(6-methyl-4-oxo-2-phenyl-chromen-8-yl)ethyl]amino]pyridine-2-sulfonamide